methyl 5-methylsulfinylbenzothiophene-2-carboxylate CS(=O)C=1C=CC2=C(C=C(S2)C(=O)OC)C1